methyl 5-((2-aminoethyl)carbamoyl)-4-methyl-2-(2-(o-tolyl)butanamido)thiophene-3-carboxylate NCCNC(=O)C1=C(C(=C(S1)NC(C(CC)C1=C(C=CC=C1)C)=O)C(=O)OC)C